N[C@@H](CS)C(=O)O.[Na] sodium L-cysteine